dibutoxyethane C(CCC)OC(C)OCCCC